7-(1-chloroethyl)quinoline ClC(C)C1=CC=C2C=CC=NC2=C1